C1OCC12CN(C2)C2=CN=CC(=N2)C=2N=NN(C2)C2(COC2)C2=CC=C(C=N2)N2C[C@@H](CCC2)NCC2CC2 (R)-1-(6-(3-(4-(6-(2-oxa-6-azaspiro[3.3]heptan-6-yl)pyrazin-2-yl)-1H-1,2,3-triazol-1-yl)oxetan-3-yl)pyridin-3-yl)-N-(cyclopropylmethyl)piperidin-3-amine